C(C)(=O)N1C(/C(/NC(C1)=O)=C/C=1N=CNC1C(C)(C)C)=O (Z)-1-acetyl-3-((5-tert-butyl-1H-imidazol-4-yl)methylene)piperazine-2,5-dione